1-methyl-3-((methylamino)methyl)-1H-indol CN1C=C(C2=CC=CC=C12)CNC